O-phenyl chloromethanethioate ClC(OC1=CC=CC=C1)=S